decyl isononanoate C(CCCCCC(C)C)(=O)OCCCCCCCCCC